4-bromo-2-(4-(((tert-butoxycarbonyl)(methyl)amino)methyl)piperidin-1-yl)benzoic acid BrC1=CC(=C(C(=O)O)C=C1)N1CCC(CC1)CN(C)C(=O)OC(C)(C)C